(S)-2-(4-(3-methoxyphenyl)indoline-1-carbonyl)pyrrolidine-1-carbonitrile COC=1C=C(C=CC1)C1=C2CCN(C2=CC=C1)C(=O)[C@H]1N(CCC1)C#N